N=1N(N=CC1)C=1C=C(C=CC1C(F)(F)F)NC(=O)N1C2CC(CC1(C2)C(=O)NNC(C)=O)C N-(3-(2H-1,2,3-triazol-2-yl)-4-(trifluoromethyl)phenyl)-1-(2-acetylhydrazine-1-carbonyl)-3-methyl-6-azabicyclo[3.1.1]heptane-6-carboxamide